FC1=C(C(=O)NC2=CC(=CC=C2)[S@@](=O)(=NC([C@H](C)O)=O)C)C(=CC=C1C(F)(F)F)OC=1C(=NC(=CC1)F)C 2-fluoro-6-((6-fluoro-2-methylpyridin-3-yl)oxy)-N-(3-((R)-N-((S)-2-hydroxypropanoyl)-S-methylsulfonimidoyl)phenyl)-3-(trifluoromethyl)benzamide